NC=1N=CN(C(C1C(=O)OC)=O)C1=C(C=CC=C1O)Cl methyl 4-amino-1-(2-chloro-6-hydroxyphenyl)-6-oxo-1,6-dihydropyrimidine-5-carboxylate